C(#N)C1=CN=C2N1N=C(C=C2NC2=CC=C(C(=N2)NC(C(C)(C)C)=O)OC)NC21CC3(CC(CC(C2)C3)(C1)O)O N-[6-({3-cyano-6-[(3,5-dihydroxyadamantan-1-yl)amino]imidazo[1,2-b]pyridazin-8-yl}amino)-3-methoxypyridin-2-yl]-2,2-dimethylpropionamide